ClC1=C(OCC(=O)[O-])C(=CC(=C1)C)Cl 2,6-dichloro-4-methylphenoxyacetate